N[C@H]1[C@@H]2N(C[C@H]1CC2)C=2N(C(C1=C(N2)NC=C1C1=C(C2=CN(N=C2C=C1)CC)Cl)=O)C |o1:1,2,5| Rel-2-((1R,4R,7R)-7-amino-2-azabicyclo[2.2.1]heptan-2-yl)-5-(4-chloro-2-ethyl-2H-indazol-5-yl)-3-methyl-3,7-dihydro-4H-pyrrolo[2,3-d]pyrimidin-4-one